N,N-dimethyl-ammonium bromide [Br-].C[NH2+]C